N1=C(C=CC=C1)CN1N=C2N=C(N=C(C2=C1)N)C1=NSC=C1 2-[(pyridin-2-yl)methyl]-6-(1,2-thiazol-3-yl)-2H-pyrazolo[3,4-d]pyrimidin-4-amine